BrC=1C=C(C=C2C(N(C(C12)(C)C)CC=O)=O)C(=O)NC1=CC=C(C=C1)OC(F)(F)Cl 7-bromo-N-(4-(chlorodifluoromethoxy)phenyl)-1,1-dimethyl-3-oxo-2-(2-oxoethyl)isoindoline-5-carboxamide